ClC1=C(NC2=CC=CC=C12)C(=O)N1C[C@H](CC1)C(=O)NC1=CC(=C(C=C1)F)C (S)-1-(3-chloro-1H-indole-2-carbonyl)-N-(4-fluoro-3-methylphenyl)pyrrolidine-3-carboxamide